BrC1=C(C=2C3=CC=CC=C3C3=CC=CC=C3C3=CC=CC=C3C2C=C1)C1=C(C(=CC=C1)N)N (2-bromotetraphenylene-1-yl)benzene-1,2-diamine